N,N-Dibenzyl-7-(1-((trimethylsilyl)oxy)cyclopropyl)naphtho[2,3-d][1,3]dioxol-6-amine C(C1=CC=CC=C1)N(C1=CC2=CC3=C(OCO3)C=C2C=C1C1(CC1)O[Si](C)(C)C)CC1=CC=CC=C1